2-(8-((2s,5r)-5-ethyl-2-methyl-4-(1-(quinoxalin-6-yl)ethyl)piperazin-1-yl)-5-methyl-6-oxo-5,6-dihydroimidazo[1,2-b]pyridazin-2-yl)acetonitrile C(C)[C@H]1N(C[C@@H](N(C1)C=1C=2N(N(C(C1)=O)C)C=C(N2)CC#N)C)C(C)C=2C=C1N=CC=NC1=CC2